3-methyl-4-(3-methyl-3-(pyrrolidin-1-yl)but-1-yn-1-yl)-1H-pyrazole CC1=NNC=C1C#CC(C)(N1CCCC1)C